(difluoromethyl)-6-[8-methoxy-2-[3-methyl-3-azabicyclo[3.1.0]hex-6-yl]imidazo[1,2-a]pyridin-6-yl]-2-methyl-imidazo[1,2-b]pyridazine FC(F)C1=C(N=C2N1N=C(C=C2)C=2C=C(C=1N(C2)C=C(N1)C1C2CN(CC12)C)OC)C